C(C)NC[C@H](C)OC1=C(C=NN1C)C=1C=C2C(=CN1)N(N=C2C=C)C2OCCCC2 (2S)-N-ethyl-2-((1-methyl-4-(1-(tetrahydro-2H-pyran-2-yl)-3-vinyl-1H-pyrazolo[3,4-c]pyridin-5-yl)-1H-pyrazol-5-yl)oxy)propan-1-amine